tert-butyl 7-(2-(6-(cyclopropanecarboxamido)-1-(methylamino)-2,7-naphthyridin-4-yl) benzo[d]oxazol-5-yl)-3,7-diazabicyclo[3.3.1]nonane-3-carboxylate C1(CC1)C(=O)NC=1C=C2C(=CN=C(C2=CN1)NC)C=1OC2=C(N1)C=C(C=C2)N2CC1CN(CC(C2)C1)C(=O)OC(C)(C)C